Cl.N[C@@H]1CN(CCC1)C1=CC(=NC=C1C=1C=NN(C1)CC(F)(F)F)NC1=NC(=NC=C1)C1=C(C=C(C=C1OC)CN(C)C)F (S)-N-(4-(3-aminopiperidin-1-yl)-5-(1-(2,2,2-trifluoroethyl)-1H-pyrazol-4-yl)pyridin-2-yl)-2-(4-((dimethylamino)methyl)-2-fluoro-6-methoxyphenyl)pyrimidin-4-amine hydrochloride